N-(2-(2-((tert-Butyldimethylsilyl)oxy)-1-((tert-butylsulfinyl)amino)ethyl)pyridin-4-yl)-3-(3,4-difluoro-2-methoxyphenyl)-4,5-dimethyl-5-(trifluoromethyl)tetrahydrofuran-2-carboxamide [Si](C)(C)(C(C)(C)C)OCC(NS(=O)C(C)(C)C)C1=NC=CC(=C1)NC(=O)C1OC(C(C1C1=C(C(=C(C=C1)F)F)OC)C)(C(F)(F)F)C